methylallyldidodecyl-ammonium bromide [Br-].CC=CC[NH+](CCCCCCCCCCCC)CCCCCCCCCCCC